The molecule is the ammonium ion resulting from the protonation of the side-chain amino group of carteolol. It is a conjugate acid of a carteolol. CC(C)(C)[NH2+]CC(COC1=CC=CC2=C1CCC(=O)N2)O